FC(C1=CC=C(CN2CC(NCC2=O)=O)C=C1)(F)F 4-(4-(trifluoromethyl)-benzyl)piperazine-2,5-dione